4,N'-diglycidylamino-p-xylylenediamine C(C1CO1)NC1(CC=C(C=C1)CN)CNNCC1CO1